C(C1=CC=CC=C1)N1CCC2(CC1)COC1=C2C=C(C(=C1)C(=O)OC)C methyl 1'-benzyl-5-methyl-2H-spiro[1-benzofuran-3,4'-piperidine]-6-carboxylate